COC1=CC=C(C=C1)C#CC1=C(C=CC=C1)C1=CC=C([Te]1)N(C1=CC=CC=C1)C1=CC=CC=C1 5-(2-(4-methoxyphenylethynyl)phenyl)-N,N-diphenyltellurophen-2-amine